C(C=C)C1=C(C(=CC1(CC=C)CC=C)CC=C)CC=C 1,2,3,5,5-Pentaallyl-1,3-cyclopentadiene